(S)-3-(2-(Dimethylamino)-1-(4-(5-morpholino-1H-pyrrolo[2,3-b]pyridin-3-yl)-2-oxopyridin-1(2H)-yl)ethyl)benzonitrile CN(C[C@@H](N1C(C=C(C=C1)C1=CNC2=NC=C(C=C21)N2CCOCC2)=O)C=2C=C(C#N)C=CC2)C